4-chloro-10-(piperazin-1-yl)-2',3',5',6'-tetrahydro-5H-spiro[indolo[1,2-a]quinazoline-7,4'-pyran]-5-one ClC=1C=2C(N=C3N(C2C=CC1)C1=CC(=CC=C1C31CCOCC1)N1CCNCC1)=O